N-((3S,4R)-4-(2-fluorophenyl)-1-methylpyrrolidin-3-yl)-3-(2-methylpyridin-4-yl)-1H-pyrazolo[3,4-b]pyridine-5-amide FC1=C(C=CC=C1)[C@H]1[C@@H](CN(C1)C)NC(=O)C=1C=C2C(=NC1)NN=C2C2=CC(=NC=C2)C